ClC1=CC=C2C(=N1)CC1(C(N(C3=NC=CC=C31)COCC[Si](C)(C)C)=O)C2 2-chloro-1'-((2-(trimethylsilyl)ethoxy)methyl)-5,7-dihydrospiro[cyclopenta[b]pyridine-6,3'-pyrrolo[2,3-b]pyridine]-2'(1'h)-one